C1=CC=CC2=NC3=CC=CC=C3C(=C12)/C=C/C1=CC=C(S1)C1=CC=C(N(C2=CC=CC=C2)C2=CC=CC=C2)C=C1 (E)-4-(5-(2-(acridin-9-yl)vinyl)thiophen-2-yl)-N,N-diphenylaniline